BrC1=C(C=CC(=C1)F)C=CC(=O)O 3-(2-bromo-4-fluorophenyl)-2-propenoic acid